(+/-)-cis-N-(3-((2-chloro-7-methyl-7H-pyrrolo[2,3-d]pyrimidin-4-yl)amino)cyclohexyl)-1-methyl-1H-imidazole-4-carboxamide ClC=1N=C(C2=C(N1)N(C=C2)C)N[C@H]2C[C@H](CCC2)NC(=O)C=2N=CN(C2)C |r|